C1(CCCCC1)C(C(C1CCCCC1)N=C=O)N=C=O cyclohexylmethylene(cyclohexylmethylene) diisocyanate